C1(CC1)CNC(C)C=1N(N=CN1)C1=NC=NC(=C1)C1=NC=CC=C1 N-(cyclopropylmethyl)-1-[2-[6-(2-pyridyl)pyrimidin-4-yl]-1,2,4-triazol-3-yl]ethanamine